C(C)O[Si](CCCN1CCN(CC1)[Si](C)(C)C)(OCC)OCC 1-[3-(triethoxysilyl)propyl]-4-(trimethylsilyl)piperazine